COC1=CC=C(C=C1)C1=C(CN(CC1)C(=O)OC(C)(C)C)COS(=O)(=O)C tert-Butyl 4-(4-Methoxyphenyl)-3-{[(methylsulfonyl)oxy]methyl}-5,6-dihydropyridine-1(2H)-carboxylate